OCCN(C1=CC=C(C=C1)/C=C/C(=O)C1=CC=C(C=C1)NC(=O)C=1C(=NOC1C)C1=CC=CC=C1)C N-[4-[(E)-3-[4-[2-Hydroxyethyl(methyl)amino]phenyl]prop-2-enoyl]phenyl]-5-methyl-3-phenyl-1,2-oxazole-4-carboxamide